NC[C@H](F)C=1C=NC(=NC1)C1=C(C=C(C#N)C=C1)OC=1N(N=C(C1)C1=NC=CC=C1)C 4-[5-[(1R)-2-amino-1-fluoroethyl]pyrimidin-2-yl]-3-(2-methyl-5-pyridin-2-ylpyrazol-3-yl)oxybenzonitrile